N-(4-chloro-7-(thiophen-3-yl)quinolin-2-yl)benzamide methylen(3,5-di-t-butyl-4-hydroxyhydrocinnamat) C=C(C(=O)O)CC1=CC(=C(C(=C1)C(C)(C)C)O)C(C)(C)C.ClC1=CC(=NC2=CC(=CC=C12)C1=CSC=C1)NC(C1=CC=CC=C1)=O